((2-methyl-5-(1-phenyl-1H-pyrazol-4-yl)phenyl)sulfonyl)morpholine CC1=C(C=C(C=C1)C=1C=NN(C1)C1=CC=CC=C1)S(=O)(=O)N1CCOCC1